R-2-hydroxyglutamic acid O[C@](N)(CCC(=O)O)C(=O)O